(S)-2-phenyl-2,3-dihydrobenzo[d]imidazo[2,1-b]thiazole C1(=CC=CC=C1)[C@@H]1N=C2SC3=C(N2C1)C=CC=C3